((1r,4r)-4-(2-oxoethyl)cyclohexyl)carbamic acid tert-butyl ester C(C)(C)(C)OC(NC1CCC(CC1)CC=O)=O